5-{7-[2-(bicyclo[1.1.1]pentan-1-yl)ethoxy]-1-fluoro-3-hydroxynaphthalen-2-yl}-1λ6,2,5-thiadiazolidine-1,1,3-trione C12(CC(C1)C2)CCOC2=CC=C1C=C(C(=C(C1=C2)F)N2CC(NS2(=O)=O)=O)O